bis(2,6-dimethoxybenzoyl)(2,4,4-trimethyl-phenyl)phosphine oxide COC1=C(C(=O)P(C2=C(CC(C=C2)(C)C)C)(C(C2=C(C=CC=C2OC)OC)=O)=O)C(=CC=C1)OC